C1CC2C1C3C2C4C3C5C4C(C5)CCCCCCO The molecule is a fatty alcohol that is 1-hexanol substituted by a [5]-ladderane at position 6. It is a fatty alcohol and a ladderane.